OB1OCC2=C1C=C(C=C2)C(=O)N[C@@H](C)C(=O)OC(C)(C)C tert-butyl (1-hydroxy-1,3-dihydrobenzo[c][1,2]oxaborole-6-carbonyl)-L-alaninate